ClC=1C=CC(=C(C1)[C@H]1C[C@H](C1)NC(=O)C=1N=NN(C1)[C@@H](C)C1=CC=C2C3(CN(CC2=C1)C)CC3)C#N N-((cis)-3-(5-Chloro-2-cyanophenyl)cyclobutyl)-1-((S)-1-(2'-methyl-2',3'-dihydro-1'H-spiro[cyclopropane-1,4'-isoquinolin]-7'-yl)ethyl)-1H-1,2,3-triazole-4-carboxamide